1,5,7-trimethyl-3-((2-(3-(trifluoromethyl)phenyl)pyrrolidin-1-yl)carbonyl)-1,5-dihydro-4H-pyrrolo[3,2-c]pyridin-4-one CN1C=C(C=2C(N(C=C(C21)C)C)=O)C(=O)N2C(CCC2)C2=CC(=CC=C2)C(F)(F)F